COC=1C=CC=C2C(=NN(C12)C=1C=CC(=NC1)N1CC2C(C2C1)C(=O)O)C=1C2=CN(N=C2C=CC1)C 3-(5-{7-methoxy-2'-methyl-1H,2'H-[3,4'-biindazol]-1-yl}pyridin-2-yl)-3-azabicyclo[3.1.0]hex-ane-6-carboxylic acid